2-(5-(8-methoxy-[1,2,4]triazolo[1,5-a]pyridin-6-yl)-4-(2,2,2-trifluoroethyl)-1H-pyrazol-3-yl)-4-methyl-5-(2,6-diazaspiro[3.3]heptan-2-yl)thiazole COC=1C=2N(C=C(C1)C1=C(C(=NN1)C=1SC(=C(N1)C)N1CC3(C1)CNC3)CC(F)(F)F)N=CN2